6-(1-phenylethoxy)-1,3,5-triazine-2,4-diylbis-carbazole C1(=CC=CC=C1)C(C)OC1=NC(=NC(=N1)C1=CC=CC=2C3=CC=CC=C3NC12)C1=CC=CC=2C3=CC=CC=C3NC12